C(CCCCCCCCC)(=O)N Decanoic acid amide